CN1N=C(C=C1C)COC1=CC=2N(C=C1C1=C(C=C(C=C1)OC)F)C(NN2)=O 7-((1,5-dimethyl-1H-pyrazol-3-yl)methoxy)-6-(2-fluoro-4-methoxyphenyl)-[1,2,4]triazolo[4,3-a]pyridin-3(2H)-one